2-(2,6-Dioxopiperidin-3-yl)-5-((1R,5S,6r)-6-(hydroxymethyl)-3-aza-bicyclo[3.1.0]hexane-3-yl)isoindoline-1,3-dione O=C1NC(CCC1N1C(C2=CC=C(C=C2C1=O)N1C[C@H]2C([C@H]2C1)CO)=O)=O